N-(5-(4,4-Difluoropiperidin-1-yl)imidazo[1,2-c]pyrimidin-7-yl)-2-(4,4-dimethyl-1,4-azasilinan-1-yl)-4-((2-hydroxyethyl)sulfonamido)benzamide FC1(CCN(CC1)C1=NC(=CC=2N1C=CN2)NC(C2=C(C=C(C=C2)NS(=O)(=O)CCO)N2CC[Si](CC2)(C)C)=O)F